CC1=CC=C(C=C1)N2CC3=CC=CC=C3C2=O 2-(p-tolyl)isoindolin-1-one